(R)-(1-(8-fluoro-7-(8-fluoronaphthalen-1-yl)-2-((hexahydro-1H-pyrrolizin-7a-yl)methoxy)pyrido[4,3-d]pyrimidin-4-yl)piperidin-3-yl)methanol FC1=C(N=CC2=C1N=C(N=C2N2C[C@@H](CCC2)CO)OCC21CCCN1CCC2)C2=CC=CC1=CC=CC(=C21)F